CN1C(=NC2=C(C=C(C=C2C1=O)C)[C@@H](C)NC1=C(C(=O)NC2CC(C2)O)C=C(C=C1)F)C1CCOCC1 (R)-2-((1-(3,6-dimethyl-4-oxo-2-(tetrahydro-2H-pyran-4-yl)-3,4-dihydroquinazolin-8-yl)ethyl)amino)-5-fluoro-N-(3-hydroxycyclobutyl)benzamide